ClC=1N=C(C2=C(N1)N=CC=C2)OCC2=CC=C(C=C2)C=2N(C=C(N2)C(F)(F)F)COCC[Si](C)(C)C 2-chloro-4-((4-(4-(trifluoromethyl)-1-((2-(trimethyl-silyl)ethoxy)methyl)-1H-imidazol-2-yl)benzyl)oxy)pyrido[2,3-d]pyrimidine